CC1CCCCCCCCCCCC=CC1 3-methyl-5-cyclopentadecen